(R)-2-((1-(2-((2-amino-2-oxoethyl)amino)-6-methyl-4-oxo-4H-chromen-8-yl)ethyl)amino)benzoic acid NC(CNC=1OC2=C(C=C(C=C2C(C1)=O)C)[C@@H](C)NC1=C(C(=O)O)C=CC=C1)=O